propyltrihydroxyethoxysilane C(CC)[SiH2]OCC(O)(O)O